C(C)(C)(C)OC(=O)N[C@H]1C=C[C@H](C1)C(=O)O (1s,4r)-4-[(tert-butoxycarbonyl)amino]cyclopent-2-ene-1-carboxylic acid